(1-sec-butyl-5-pyridazin-3-yl-1H-pyrazolo[4,3-d]pyrimidin-7-yl)-((R)-cyclopropyl-quinolin-3-yl-methyl)-amine C(C)(CC)N1N=CC=2N=C(N=C(C21)N[C@@H](C=2C=NC1=CC=CC=C1C2)C2CC2)C=2N=NC=CC2